[C@H]12CNCC[C@H](CCC1)N2C2=NC=C(C=N2)C2=CC1=C(N=C3COC[C@@H](N31)C3=CC=CC=C3)C=C2 (S)-7-(2-((1r,6S)-3,10-diazabicyclo[4.3.1]dec-10-yl)pyrimidin-5-yl)-4-phenyl-3,4-dihydro-1H-benzo[4,5]imidazo[2,1-c][1,4]oxazine